5-((2-(3-((3-Chlorobenzyl)oxy)phenyl)thiazol-4-yl)methoxy)-2-hydroxybenzoic acid ClC=1C=C(COC=2C=C(C=CC2)C=2SC=C(N2)COC=2C=CC(=C(C(=O)O)C2)O)C=CC1